1-(5-Bromo-1H-benzoimidazol-2-yl)-1H-pyrazole BrC1=CC2=C(NC(=N2)N2N=CC=C2)C=C1